C(C)OC(=O)C=1N=CN(C1)[C@@H](C)C1=C(C=CC=C1)C#N 1-[(1S)-1-(2-cyanophenyl)ethyl]-1H-imidazole-4-carboxylic acid ethyl ester